C[C@H](CN[C@H](C1=CC=CC=C1)[C@@H]1CNC2=C(O1)N=CC(=C2)C=2C=NN(C2)C)C2=CC=C(C#N)C=C2 4-[(1S)-1-methyl-2-[[(R)-[(3S)-7-(1-methylpyrazol-4-yl)-2,3-dihydro-1H-pyrido[2,3-b][1,4]oxazin-3-yl]-phenylmethyl]amino]ethyl]benzonitrile